2-(1-(4-(6-((4-cyano-2-fluorobenzyl)oxy)pyridin-2-yl)piperazin-1-yl)ethyl)-3-(((S)-oxetan-2-yl)methyl)-3H-imidazo[4,5-b]pyridine-5-carboxylate C(#N)C1=CC(=C(COC2=CC=CC(=N2)N2CCN(CC2)C(C)C2=NC=3C(=NC(=CC3)C(=O)[O-])N2C[C@H]2OCC2)C=C1)F